N-((3R,4S)-1-(5-(6-ethoxy-1H-pyrazolo[3',4':3,4]pyrazolo[1,5-a]pyridine-4-yl)pyridin-2-yl)-3-hydroxypiperidin-4-yl)-3-methylbutanamide C(C)OC=1C=C(C=2N(C1)N=C1C2C=NN1)C=1C=CC(=NC1)N1C[C@H]([C@H](CC1)NC(CC(C)C)=O)O